(S)-4-chloro-2,8-dimethyl-6-((tetrahydrofuran-3-yl)oxy)pyrido[2,3-d]pyrimidin-7(8H)-one ClC=1C2=C(N=C(N1)C)N(C(C(=C2)O[C@@H]2COCC2)=O)C